ClC1=CC=C(C=C1)C=1C=C(C(N(N1)C=1C=NN(C1)C)=O)C(=O)NCC1(CC1)C1=CC=C(C=C1)Cl 6-(4-chlorophenyl)-N-((1-(4-chlorophenyl)cyclopropyl)methyl)-2-(1-methyl-1H-pyrazol-4-yl)-3-oxo-2,3-dihydropyridazine-4-carboxamide